(1-(2-(1-(cyclopropylmethyl)-7-hydroxy-1H-indol-2-yl)-1-methyl-5-oxo-1,5,7,8-tetrahydro-6H-imidazo[4,5-g]isoquinolin-6-yl)-3-fluoropropane-2-yl)carbamic acid tert-butyl ester C(C)(C)(C)OC(NC(CN1C(C=2C=C3C(=CC2CC1)N(C(=N3)C=3N(C1=C(C=CC=C1C3)O)CC3CC3)C)=O)CF)=O